C1(CCC1)CN(C(OC(C)(C)C)=O)[C@H]1CN(CCC1)C1=C(C(N(C=C1)C(C)N1N=NC(=C1)C=1C=NC=C(C1)OC)=O)F tert-butyl (cyclobutylmethyl)((3R)-1-(3-fluoro-1-(1-(4-(5-methoxypyridin-3-yl)-1H-1,2,3-triazol-1-yl)ethyl)-2-oxo-1,2-dihydropyridin-4-yl)piperidin-3-yl)carbamate